8-(5-chloro-3-fluoropyridin-2-yl)-5-(4-(difluoromethyl)benzyl)-6,9-dioxo-5,8-diazaspiro[3.5]nonane-2-carboxamide ClC=1C=C(C(=NC1)N1CC(N(C2(CC(C2)C(=O)N)C1=O)CC1=CC=C(C=C1)C(F)F)=O)F